BrC1=C(C=CC(=C1)Cl)N1C(CCC1=O)C(=O)OC methyl 1-(2-bromo-4-chloro-phenyl)-5-oxo-pyrrolidine-2-carboxylate